4-morpholin-4-yl-1,2,5-thiadiazol N1(CCOCC1)C=1C=NSN1